2-chloro-oxazolo[4,5-b]pyridine hydrochloride Cl.ClC=1OC=2C(=NC=CC2)N1